ClC1=CN=C(N1CC1=C(C=CC=C1)O)C1=CC=C(C=C1)C(F)(F)F 2-((5-chloro-2-(4-(trifluoromethyl)phenyl)-1H-imidazol-1-yl)methyl)phenol